hexahydro-4,7-methyleneindan-5-ol acrylate C(C=C)(=O)OC1C2C3CCCC3C(C1)C2